ClC=1C=CC(=C(C1)NC(=O)C1=CC2=C(OCO2)C=C1)NS(=O)(=O)C1=C(C=CC=C1)F N-(5-chloro-2-((2-fluorophenyl)sulfonamido)phenyl)benzo[d][1,3]dioxole-5-carboxamide